(S)-2-(1-aminoethyl)-5-chloro-3-phenylquinazolin-4(3H)-one hydrochloride Cl.N[C@@H](C)C1=NC2=CC=CC(=C2C(N1C1=CC=CC=C1)=O)Cl